CC1(OB(OC1(C)C)C=1C=NN(C1)C1CCNCC1)C 4-[4-(4,4,5,5-tetramethyl-1,3,2-dioxaborolan-2-yl)-1H-pyrazol-1-yl]piperidine